(3-Aminopropyl)(triphenyl)phosphonium NCCC[P+](C1=CC=CC=C1)(C1=CC=CC=C1)C1=CC=CC=C1